(benzo[d][1,3]dioxol-5-yl(5-chloro-8-hydroxyquinolin-7-yl)methyl)butyramide O1COC2=C1C=CC(=C2)C(C2=CC(=C1C=CC=NC1=C2O)Cl)C(C(=O)N)CC